FC(C1=CNC=2N=C(N=CC21)CC2CC1(CN(C1)C(=O)N1C[C@@H]3[C@@H](OCC(N3)=O)CC1)C2)(F)F (4aR,8aS)-6-[6-[[5-(trifluoromethyl)-7H-pyrrolo[2,3-d]pyrimidin-2-yl]methyl]-2-azaspiro[3.3]heptane-2-carbonyl]-4,4a,5,7,8,8a-hexahydropyrido[4,3-b][1,4]oxazin-3-one